CCC1=CC=C(C=C1)O The molecule is a member of the class of phenols carrying an ethyl substituent at position 4. It has a role as a fungal xenobiotic metabolite.